butyl-paraben (n-butyl para-hydroxy benzoate) C(CCC)C1=C(C(=O)O)C=CC(=C1)O.C(CCC)OC(=O)C1=CC=C(O)C=C1